NC1=CC=C(C=C1)N1C2=C(C(C3=CC(=C(C=C13)C)F)=O)C1=CC3=C(C(N1C2)=O)COC([C@]3(O)CC)=O (S)-11-(4-aminophenyl)-4-ethyl-8-fluoro-4-hydroxy-9-methyl-1,12-dihydro-14H-pyrano[3',4':6,7]indolizino[2,1-b]quinoline-3,6,14(4H,11H)-trione